6-(3-Chloro-4-fluoro-phenyl)-pyrimidine-4-carboxylic acid (2,6-dimethyl-pyridin-3-yl)-amide CC1=NC(=CC=C1NC(=O)C1=NC=NC(=C1)C1=CC(=C(C=C1)F)Cl)C